N-[(7S)-4-Fluorobicyclo[4.2.0]octa-1,3,5-trien-7-yl]-N'-hydroxy-4-({1-[(2S)-2-hydroxypropanoyl]azetidin-3-yl}oxy)-1,2,5-oxadiazol-3-carboximidamid FC1=CC=C2C[C@@H](C2=C1)NC(=NO)C1=NON=C1OC1CN(C1)C([C@H](C)O)=O